FC=1C=C(CC2=NC=CC(=C2)N2N=CC=3C(NCCC32)=O)C=C(C1F)F 1-(2-(3,4,5-trifluorobenzyl)pyridin-4-yl)-1,5,6,7-tetrahydro-4H-pyrazolo[4,3-c]pyridin-4-one